[Zn].[Al].[Ti] titanium aluminum-zinc